3-benzyl-7-fluoro-6-(1H-pyrazol-4-yl)quinazolin-4(3H)-one C(C1=CC=CC=C1)N1C=NC2=CC(=C(C=C2C1=O)C=1C=NNC1)F